5,5,5-Trifluoro-4-(4-methoxyphenyl)pentan-1-ol FC(C(CCCO)C1=CC=C(C=C1)OC)(F)F